OC(CC(=O)OC(CC(C)O)=O)C 3-HYDROXYBUTYRYL 3-HYDROXYBUTYRATE